C(=C)C=1N=C2C(C1)=NC(C2=O)=O vinyl-pyrrolo-pyrrole-dione